O1COC2=C1C=CC(=C2)NC2=CC1=C(C(=CC(O1)=O)C(F)(F)F)C=C2 7-(benzo[d][1,3]dioxol-5-ylamino)-4-(trifluoromethyl)-2H-benzopyran-2-one